C1(CC1)C1=CC(=NO1)C1CCN(CC1)C(=O)NC1=C(C=CC=C1C1CCN(CC1)C(C)C)F 4-(5-cyclopropyl-1,2-oxazol-3-yl)-N-{2-fluoro-6-[1-(propan-2-yl)piperidin-4-yl]phenyl}piperidine-1-Carboxamide